racemic-1-tert-butyl 3-(2-oxo-2-phenylethyl) (3R,4S)-4-allyl-3-azidopyrrolidine-1,3-dicarboxylate C(C=C)[C@@H]1[C@@](CN(C1)C(=O)OC(C)(C)C)(C(=O)OCC(C1=CC=CC=C1)=O)N=[N+]=[N-] |r|